2-ethyl-9-(2-carboxyethyl)carbonyloxyanthracene C(C)C1=CC2=C(C3=CC=CC=C3C=C2C=C1)OC(=O)CCC(=O)O